FC(OC1=CC=C(C=C1)C12CCN(CC2C1)C(=O)C1CC2(C1)NC(OC2)=O)(F)F (rac)-(2s,4s)-2-(6-(4-(trifluoromethoxy)phenyl)-3-azabicyclo[4.1.0]heptane-3-carbonyl)-7-oxa-5-azaspiro[3.4]octane-6-one